1-(Tert-butyl)-5-fluoro-N-(2-fluoro-5-(8-(4-fluorotetrahydro-2H-pyran-4-yl)imidazo[1,2-a]pyridin-6-yl)-4-methylphenyl)-1H-pyrazole-4-carboxamide C(C)(C)(C)N1N=CC(=C1F)C(=O)NC1=C(C=C(C(=C1)C=1C=C(C=2N(C1)C=CN2)C2(CCOCC2)F)C)F